6-(1,4-dimethyl-1H-1,2,3-triazol-5-yl)-2-(methyl-d3)-2,4-dihydropyrazolo[3',4':4,5]pyrrolo[3,2-b]pyridine-3-carboxylic acid methyl ester COC(=O)C=1N(N=C2C1NC=1C2=NC=C(C1)C1=C(N=NN1C)C)C([2H])([2H])[2H]